(3-(1,1,1,3,3,3-Hexafluoro-2-hydroxypropan-2-yl)isoxazol-5-yl)-3,7-dimethyl-1H-purine-2,6(3H,7H)-dione FC(C(C(F)(F)F)(O)C1=NOC(=C1)N1C(N(C=2N=CN(C2C1=O)C)C)=O)(F)F